CC1=NN(C=N1)C1=CC=C(N)C=C1 4-(3-methyl-1H-1,2,4-triazol-1-yl)aniline